1-(1-ethoxyethoxy)hex-3-ene C(C)OC(C)OCCC=CCC